C1(=CC=CC=C1)[C@@H](C)NC1CCCC=2C3=C(OC21)C=CC(=C3)C3=CC=C2CNC(C2=C3)=O 6-(6-(((R)-1-phenylethyl)amino)-6,7,8,9-tetrahydrodibenzo[b,d]furan-2-yl)isoindolin-1-on